7-isobutyl-7-methyl-5-(2-methyl-benzooxazol-5-yl)-6,7-dihydro-5H-pyrrolo[3,2-d]pyrimidin-4-ylamine C(C(C)C)C1(CN(C2=C1N=CN=C2N)C=2C=CC1=C(N=C(O1)C)C2)C